(Azetidin-1-yl)-N-[(2R)-1-hydroxypropan-2-yl]-6-[4-(trifluoromethyl)phenoxy]pyridine-3-carboxamide N1(CCC1)C1=NC(=CC=C1C(=O)N[C@@H](CO)C)OC1=CC=C(C=C1)C(F)(F)F